2-((4-(6-chloro-2,8-dimethyl-4-oxoquinazolin-3(4H)-yl)phenyl)thio)-N-(4-chlorophenyl)acetamide (±)-trans-benzyl-[1-tert-butyl-3-(3-hydroxycyclopentyl)-1H-pyrazol-5-yl]carbamate C(C1=CC=CC=C1)N(C(O)=O)C1=CC(=NN1C(C)(C)C)[C@@H]1C[C@H](CC1)O.ClC=1C=C2C(N(C(=NC2=C(C1)C)C)C1=CC=C(C=C1)SCC(=O)NC1=CC=C(C=C1)Cl)=O |r|